tert-butyl (2R,6S)-4-(5-(7-ethoxy-2-methylimidazo[1,2-a]pyrimidine-6-carboxamido)pyrazin-2-yl)-2,6-dimethylpiperazine-1-carboxylate C(C)OC1=NC=2N(C=C1C(=O)NC=1N=CC(=NC1)N1C[C@H](N([C@H](C1)C)C(=O)OC(C)(C)C)C)C=C(N2)C